monoethanolAmine C(O)CN